COCCOC1CCC(CC1)NC(=O)C=1C2=C(N=C(N1)C1=NNN=C1)C=CN2 N-((1r,4r)-4-(2-methoxyethoxy)cyclohexyl)-2-(2H-1,2,3-triazol-4-yl)-5H-pyrrolo[3,2-d]pyrimidine-4-carboxamide